5-(isopropyl-(methyl)amino)-6-methylpyrazine-2-carboxamide C(C)(C)N(C=1N=CC(=NC1C)C(=O)N)C